FC=1C=C(C=CC1F)CC(=O)O 3,4-difluorophenyl-acetic acid